1-((4-Chloro-1-oxo-1,2-dihydroisoquinolin-5-yl)sulfonyl)-2,3-dihydro-1H-pyrrolo[3,2-b]pyridine-6-carbonitrile ClC1=CNC(C2=CC=CC(=C12)S(=O)(=O)N1CCC2=NC=C(C=C21)C#N)=O